FC=1C=C(C=CC1)[C@H]1CC[C@H](CC1)OC[C@@H]1N([C@@H](C[C@@H]1NS(=O)(=O)C)C)C(=O)OCC1=CC=CC=C1 benzyl (2R,3S,5R)-2-((((CIS)-4-(3-fluorophenyl)cyclohexyl)oxy)-methyl)-5-methyl-3-(methylsulfonamido)pyrrolidine-1-carboxylate